β-ketoglutarate O=C(CC(=O)[O-])CC(=O)[O-]